C(#N)C1=C(C=C(C(=O)NC=2C=NC(=CC2)C2=C(C=C(C=C2)C2=NOC(=N2)C)C(F)(F)F)C=C1)OCCN(C)C 4-Cyano-3-(2-(dimethylamino)ethoxy)-N-(6-(4-(5-methyl-1,2,4-oxadiazol-3-yl)-2-(trifluoromethyl)phenyl)pyridin-3-yl)benzamid